2-(dimethylamino)-1-(4-(4-(4-isopropyl-5-(8-methyl-[1,2,4]triazolo[1,5-a]pyridin-6-yl)-1H-pyrazol-3-yl)phenyl)piperidin-1-yl)ethan-1-one CN(CC(=O)N1CCC(CC1)C1=CC=C(C=C1)C1=NNC(=C1C(C)C)C=1C=C(C=2N(C1)N=CN2)C)C